6-((1-((3-chloropyridin-2-yl)methyl)-3-oxoisoindolin-2-yl)methyl)benzo[d]oxazol-2(3H)-one ClC=1C(=NC=CC1)CC1N(C(C2=CC=CC=C12)=O)CC1=CC2=C(NC(O2)=O)C=C1